C(C=C)(=O)N1C(CN(C[C@H]1C)C1=NC(N2C3=C(C(=C(C=C13)C(F)(F)F)C1=C(C=C(C=C1)F)F)SC[C@@H]2COCOC)=O)C (3S,10S)-7-((2S,5R)-4-acryloyl-3,5-dimethylpiperazin-1-yl)-10-(2,4-difluorophenyl)-3-((methoxymethoxy)methyl)-9-(trifluoromethyl)-2,3-dihydro-5H-[1,4]thiazino[2,3,4-ij]quinazolin-5-one